DL-4-Hydroxymandelic acid OC1=CC=C([C@H](C(=O)O)O)C=C1 |r|